(R)-3-(isoquinolin-4-yl)-2-oxo-1-(2-(trifluoromethyl)pyridin-4-yl)imidazolidine-4-carbonitrile C1=NC=C(C2=CC=CC=C12)N1C(N(C[C@@H]1C#N)C1=CC(=NC=C1)C(F)(F)F)=O